FC1=CNC2=NC=CC(=C21)B2OC(C(O2)(C)C)(C)C 3-fluoro-4-(4,4,5,5-tetramethyl-1,3,2-dioxaborolan-2-yl)-1H-pyrrolo[2,3-b]pyridine